FCCS(=O)(=O)NC1=CC(=C(C=C1)OC1=C(C=C(C=C1F)F)F)C=1C2=C(C(N(C1)C)=O)NC=C2 2-fluoro-N-[3-(6-methyl-7-oxo-6,7-dihydro-1H-pyrrolo[2,3-c]pyridin-4-yl)-4-(2,4,6-trifluorophenoxy)phenyl]ethanesulfonamide